3-{[2-(4-Chlorophenyl)imidazo[1,2-a]pyridin-3-yl]methyl}-N-methyl-N-phenyl-3,8-diazabicyclo[3.2.1]octane-8-carboxamide ClC1=CC=C(C=C1)C=1N=C2N(C=CC=C2)C1CN1CC2CCC(C1)N2C(=O)N(C2=CC=CC=C2)C